S1C(=NC2=C1C=CC=C2)C([C@H](C[C@H]2C(NCC2)=O)NC(=O)[C@H]2N(C[C@H]1[C@@H]2CCC1)C(=O)C=1NC2=CC=CC(=C2C1)OC)=O (1S,3aR,6aS)-N-[(2S)-1-(1,3-benzothiazol-2-yl)-1-oxo-3-[(3S)-2-oxopyrrolidin-3-yl]propan-2-yl]-2-(4-methoxy-1H-indole-2-carbonyl)-hexahydro-1H-cyclopenta[c]pyrrole-1-carboxamide